(R,R)-1,2-diamino-1,2-diphenylethane N[C@@H]([C@@H](C1=CC=CC=C1)N)C1=CC=CC=C1